O=C1NN=C(C2=CC=CC=C12)CCCCCCCCCCC(=O)NN 11-(4-oxo-3,4-dihydro-phthalazin-1-yl)undecanoic hydrazide